tert-butyl 8-((tert-butyldimethylsilyl)oxy)-2-chloro-6,6a,7,8,9,10-hexahydro-5H-pyrido[1',2':4,5]pyrazino[2,3-c]pyridazine-5-carboxylate [Si](C)(C)(C(C)(C)C)OC1CC2N(C=3C(=NN=C(C3)Cl)N(C2)C(=O)OC(C)(C)C)CC1